C(C)(C)(C)OC(N(C1=CC(=NC=2N1N=CC2Cl)Cl)CC2=CC=C(C=C2)C2=CC=CC=C2)=O ([1,1'-Biphenyl]-4-ylmethyl)(3,5-dichloropyrazolo[1,5-a]pyrimidin-7-yl)carbamic acid tert-butyl ester